(2-isobutyl-3-methylbenzo[b]thiophen-6-yl)boric acid C(C(C)C)C1=C(C2=C(S1)C=C(C=C2)OB(O)O)C